C1(=CC=C(C=C1)N1C2=CC=C(C=C2C=2C=C(C=CC12)Br)Br)C1=CC=CC=C1 9-(biphenyl-4-yl)-3,6-dibromo-9H-carbazole